1-phenyl-4,5,6,7,8,9-hexahydro-1H-cycloocta[d][1,2,3]triazole C1(=CC=CC=C1)N1N=NC2=C1CCCCCC2